COC(=O)C1=CC(=C2C(C(N(C2=C1)C)=O)(C)COC)NC(=O)OC(C)(C)C ((tert-Butoxycarbonyl)amino)-3-(methoxymethyl)-1,3-dimethyl-2-oxoindoline-6-carboxylic acid methyl ester